CC1=C(C=2C(=NC=CC2)N1)B1OC(C(O1)(C)C)(C)C methyl-3-(4,4,5,5-tetramethyl-1,3,2-dioxaborolan-2-yl)pyrrolo[2,3-b]pyridine